C1(=CC=CC=C1)C(=CC(CCCCC(C)=O)=O)C1=CC=CC=C1 9,9-Diphenylnon-8-ene-2,7-dione